p-nitrotrifluoromethoxybenzene C1=CC(=CC=C1[N+](=O)[O-])OC(F)(F)F